N-[(1S)-1-(dicyclohexylmethyl)-2-[[5-(3,5-dimethyl-1H-pyrazol-4-yl)-6-fluoro-2-pyridinyl]amino]-2-oxo-ethyl]-2-(3-methylsulfinylpropyl)pyrazole-3-carboxamide C1(CCCCC1)C([C@@H](C(=O)NC1=NC(=C(C=C1)C=1C(=NNC1C)C)F)NC(=O)C=1N(N=CC1)CCCS(=O)C)C1CCCCC1